Amino-4-(2-amino-4-chlorophenyl)-4-oxobutanoic acid NC(C(=O)O)CC(=O)C1=C(C=C(C=C1)Cl)N